CC1=C(C=CC=C1)N1N=C(C(=CC1=O)C)C(=O)O 1-(2-methylphenyl)-4-methyl-6-oxo-1,6-dihydropyridazine-3-carboxylic acid